N1(CCC1)CCCC=1C(=CC(NC1)=O)C(F)(F)F 5-(3-(azetidin-1-yl)propyl)-2-oxo-4-(trifluoromethyl)pyridin